ClC1=C(C=C(C=C1)C1=CSC=2N=NN(C(C21)=O)CC(N2C(CCC2)C(F)(F)F)=O)C(F)(F)F 5-(4-chloro-3-(trifluoromethyl)phenyl)-3-(2-oxo-2-(2-(trifluoromethyl)pyrrolidin-1-yl)ethyl)thieno[2,3-d][1,2,3]triazin-4(3H)-one